Ethyl (S)-3-(2',4'-Difluorobiphenyl-3-yl)-3-(3-(4-hydroxy-1,6-dimethyl-2-oxo-1,2-dihydropyridin-3-yl)ureido)propanoat FC1=C(C=CC(=C1)F)C1=CC(=CC=C1)[C@H](CC(=O)OCC)NC(=O)NC=1C(N(C(=CC1O)C)C)=O